(2-isocyanato-cyclopropyl)benzene N(=C=O)C1C(C1)C1=CC=CC=C1